COC1(C=C(C(C(C1)(C)C)=O)C#N)C1=C(N=CS1)C 3-methoxy-5,5-dimethyl-3-(4-methylthiazol-5-yl)-6-oxocyclohex-1-enecarbonitrile